(2S,4R)-4-fluoro-N-[(S)-phenyl[4-(propan-2-yl)phenyl]methyl]-1-(3-{1H-pyrrolo[2,3-b]pyridin-3-yl}propanoyl)pyrrolidine-2-carboxamide F[C@@H]1C[C@H](N(C1)C(CCC1=CNC2=NC=CC=C21)=O)C(=O)N[C@H](C2=CC=C(C=C2)C(C)C)C2=CC=CC=C2